N-[2-(5-amino-1,3,4-thiadiazol-2-yl)-4-chloro-6-methyl-phenyl]-3-bromo-1-(3-chloro-2-pyridinyl)-1H-pyrazole-5-carboxamide NC1=NN=C(S1)C1=C(C(=CC(=C1)Cl)C)NC(=O)C1=CC(=NN1C1=NC=CC=C1Cl)Br